FC1=CC2=C(N(C(N=C2N2[C@H](CN(CC2)C(=O)OC(C)(C)C)C)=O)C=2C(=NC=CC2C)C(C)C)N=C1C1=C(C=CC=2N=CSC21)F tert-butyl (3S)-4-(6-fluoro-7-(6-fluorobenzo[d]thiazol-7-yl)-1-(2-isopropyl-4-methylpyridin-3-yl)-2-oxo-1,2-dihydropyrido[2,3-d]pyrimidin-4-yl)-3-methylpiperazine-1-carboxylate